2-(2-fluoro-4-methoxyphenoxy)Fumaric acid FC1=C(O/C(/C(=O)O)=C\C(=O)O)C=CC(=C1)OC